CN(C)CC1=CC=C(/C=C/C2=NNC3=CC(=CC=C23)\C=C/2\C(NCC2C2=CC=CC=C2)=O)C=C1 (E)-3-((3-((E)-4-((dimethylamino)methyl)styryl)-1H-indazol-6-yl)methylene)-4-phenylpyrrolidin-2-one